tert-Butyl-4-(4-amino-5-((2,3-dichlorophenyl)thio)-1-methyl-6-oxo-1,6-dihydropyrimidin-2-yl)piperazine C(C)(C)(C)N1CCN(CC1)C=1N(C(C(=C(N1)N)SC1=C(C(=CC=C1)Cl)Cl)=O)C